[Pd].ClC(CCCC[Fe]CCCCC)Cl dichlorodipentyl-iron palladium